(3-acetoxy-3-cyanopropyl)-methylphosphinic acid monoethyl ester C(C)OP(=O)(C)CCC(C#N)OC(C)=O